Racemic-N-(8,9-difluoro-3-(2-hydroxyethyl)-6-oxo-1,2,3,4,5,6-hexahydrobenzo[c][1,7]naphthyridin-1-yl)-N-methyl-1H-indole-2-carboxamide FC=1C(=CC2=C(C(NC=3CN(C[C@@H](C23)N(C(=O)C=2NC3=CC=CC=C3C2)C)CCO)=O)C1)F |r|